3,3-bis(3,3-dicarboxyphenyl)hexafluoropropane [(E)-[2-(trifluoromethyl)phenyl]methyleneamino]2,6-bis[(4,6-dimethoxypyrimidin-2-yl)oxy]benzoate FC(C1=C(C=CC=C1)\C=N\C=1C(=C(C(=O)O)C(=CC1)OC1=NC(=CC(=N1)OC)OC)OC1=NC(=CC(=N1)OC)OC)(F)F.C(=O)(O)C1(CC(=CC=C1)C(C(C(F)(F)F)(F)F)(C=1CC(C=CC1)(C(=O)O)C(=O)O)F)C(=O)O